FC(C(C(F)(F)F)(O)C1=CC=C(C=C1)C1=CC=C(C=C1)CN1CC(N(CC1)CC1=CC=NC=C1)C(=O)OCCN)(F)F 2-aminoethyl 4-((4'-(1,1,1,3,3,3-hexafluoro-2-hydroxypropan-2-yl)-[1,1'-biphenyl]-4-yl)methyl)-1-(pyridin-4-ylmethyl)piperazine-2-carboxylate